4-((3-(1-(pyridin-3-ylmethyl)-1H-pyrazol-3-yl)-[1,1'-biphenyl]-4-yl)amino)tetrahydro-2H-thiopyran-1,1-dioxide N1=CC(=CC=C1)CN1N=C(C=C1)C=1C=C(C=CC1NC1CCS(CC1)(=O)=O)C1=CC=CC=C1